tert-butyl N-(tert-butoxycarbonyl)-N-{[5-(N-hydroxycarbamimidoyl) thiophen-2-yl]methyl}carbamate C(C)(C)(C)OC(=O)N(C(OC(C)(C)C)=O)CC=1SC(=CC1)C(NO)=N